C(#N)C1=CC=C(C=C1)\N=C\C1=CC=C(C=C1)B(O)O (E)-(4-(((4-cyanophenyl)imino)methyl)phenyl)boronic acid